ClC=1N=C(NC1[C@H]1[C@H](CN(CC1)S(=O)(=O)CC=1N=NNC1)C)C1=NC=C(C=C1)F 2-[4-Chloro-5-[(3R,4R)-3-methyl-1-(1H-triazol-4-ylmethylsulfonyl)-4-piperidyl]-1H-imidazol-2-yl]-5-fluoro-pyridine